NC1=C2C(=C3C(=N1)C=C(N3)C(=O)N(CC)[C@H]3COCC1=CC(=CC(=C31)F)F)COC2 (R)-5-amino-N-(5,7-difluoroisochroman-4-yl)-N-ethyl-6,8-dihydro-1H-furo[3,4-d]pyrrolo[3,2-b]pyridine-2-carboxamide